O[C@H]1CC[C@@]2([C@H]3CC[C@]4([C@H]([C@@H]3CC[C@H]2C1)CC[C@@H]4C(CCC(=O)N4CCN(CC4)C(C)=O)C)C)C 4-[(1R,3aS,3bR,5aS,7S,9aS,9bS,11aR)-7-hydroxy-9a,11a-dimethyl-hexadecahydro-1H-cyclopenta[a]phenanthren-1-yl]-1-(4-acetylpiperazin-1-yl)pentan-1-one